N1(CCOCC1)C(=O)N1CCC2(CC1)C(NC1=NC=C(C=C1C2)\C=C\C(N2CC=C(CC2)CC=2SC=CN2)=O)=O (E)-1'-(morpholine-4-carbonyl)-6-(3-oxo-3-(4-(thiazol-2-ylmethyl)-5,6-dihydropyridin-1(2H)-yl)prop-1-en-1-yl)-1H-spiro[[1,8]naphthyridine-3,4'-piperidin]-2(4H)-one